azadibenzothiophene-on N1=CC=CC=2S(C3=C(C21)C=CC=C3)=O